2-hydroxyethyl (S,E)-(7-(dimethylamino)-1-((1-((7-isobutylbenzo[d]oxazol-2-yl)methyl)-2-oxo-1,2-dihydropyridin-3-yl)amino)-1,7-dioxohept-5-en-2-yl)carbamate CN(C(/C=C/CC[C@@H](C(=O)NC=1C(N(C=CC1)CC=1OC2=C(N1)C=CC=C2CC(C)C)=O)NC(OCCO)=O)=O)C